(2-((2-methyl-4-(2,6,6-trimethyl-cyclohex-1-en-1-yl)but-1-en-1-yl)oxy)ethyl)benzene CC(=COCCC1=CC=CC=C1)CCC1=C(CCCC1(C)C)C